C(C)(C)(C)N(CC(=O)N1CCC(CC1)C=1C=C2C(=C(NC2=CC1)C=1C=C(C=2N(C1)N=NN2)C)C(C)C)C 2-(tert-butyl-(methyl)amino)-1-(4-(3-isopropyl-2-(8-methyltetrazolo[1,5-a]pyridin-6-yl)-1H-indol-5-yl)piperidin-1-yl)ethan-1-one